BrC=1C=C(C=CC1)[Si](C1=CC=CC=C1)(C1=CC=CC=C1)C1=CC=C(C=C1)Cl (3-bromophenyl)(4-chlorophenyl)diphenylsilane